1-(5-(4-(N-((1r,4r)-4-(quinazolin-2-ylamino)cyclohexyl)acetamido)phenyl)pyrimidin-2-yl)piperidine-4-carboxylic acid N1=C(N=CC2=CC=CC=C12)NC1CCC(CC1)N(C(C)=O)C1=CC=C(C=C1)C=1C=NC(=NC1)N1CCC(CC1)C(=O)O